O1COC2=C1C=CC=C2CNC(=O)N2CCC1(NC3=C(C=C(C=C3C(C1)=O)F)F)CC2 N-(benzo[d][1,3]dioxol-4-ylmethyl)-6',8'-difluoro-4'-oxo-3',4'-dihydro-1'H-spiro[piperidine-4,2'-quinoline]-1-carboxamide